OC[C@]1(OC2=C(C1)C=C(C(=C2)N2CCOCC2)NC(=O)C2=NN(C=C2)C)C |r| N-[rac-(2S)-2-(hydroxymethyl)-2-methyl-6-morpholino-3H-benzofuran-5-yl]-1-methylpyrazole-3-carboxamide